lithium sulfoisophthalic acid S(=O)(=O)(O)C1=C(C(=O)O)C=CC=C1C(=O)O.[Li]